NCCC1=NC=2[C@]3([C@H](CCC2C(=N1)OC)[C@H](C(C(=C3)C#N)=O)C)C (6aR,7R,10aS)-2-(2-aminoethyl)-9-cyano-4-methoxy-7,10a-dimethyl-5,6a,7,10a-tetrahydrobenzo[H]quinazolin-8(6H)-one